sodium thionitrate [N+](=S)([O-])[O-].[Na+]